{4-[(4'-chloro-4,4-dimethyl-3,4,5,6-tetrahydro[1,1'-biphenyl]-2-yl)methyl]piperazin-1-yl}benzoic acid ethyl ester C(C)OC(C1=C(C=CC=C1)N1CCN(CC1)CC1=C(CCC(C1)(C)C)C1=CC=C(C=C1)Cl)=O